BrC1=C(C=CC2=C1[C@@H]([C@](O2)(C2=CC=CC=C2)CNC([O-])=O)C)Cl |o1:7,8| (((2S*,3S*)-4-bromo-5-chloro-3-methyl-2-phenyl-2,3-dihydrobenzofuran-2-yl)methyl)carbamate